C(C(=O)[O-])(=O)[O-].C1OCC12C[NH2+]C2.C2OCC21C[NH2+]C1 2-oxa-6-azaspiro[3.3]heptan-6-ium oxalate